(E)-6-bromo-3-methylhexadecan-2-en-1-ol BrC(CC/C(=C/CO)/C)CCCCCCCCCC